The molecule is a dipeptide in which the carboxy group of L-homocysteine forms an amide bond with the alpha-nitrogen of N(epsilon)-acetylated L-lysine. CC(=O)NCCCC[C@@H](C(=O)O)NC(=O)[C@H](CCS)N